CC1=C(SC=2NC(N(C(C21)=O)C2(CC2)C(=O)O)=O)C=2OC=CN2 1-(5-methyl-6-(oxazol-2-yl)-2,4-dioxo-1,4-dihydrothieno[2,3-d]Pyrimidin-3(2H)-yl)cyclopropane-1-carboxylic acid